COC1=CC=C(C=C1)C1(C=CC2=C(O1)C=1C(=CC(=CC1C1=C2C(C2=C(C=C(C=C21)C2=CC=C(C=C2)NC(C2=CC=C(C=C2)C2=CC=C(C=C2)[C@@H]2CC[C@H](CC2)CCCCC)=O)Br)(C)C)F)F)C2=CC=C(C=C2)OC 3,3-Bis(4-methoxyphenyl)-10-[4-(4-(4-(trans-4-pentylcyclohexyl)phenyl)benzamido)phenyl]-5,7-difluoro-12-bromo-13,13-dimethyl-3,13-dihydro-indeno[2',3':3,4]naphtho[1,2-b]pyran